methyl 2-[1-(3-[(tert-butyldimethylsilyl)oxy]methylphenyl)-1H-pyrazol-3-yl]acetate [Si](C)(C)(C(C)(C)C)OCC=1C=C(C=CC1)N1N=C(C=C1)CC(=O)OC